5-[(E)-prop-1-enyl]-6-(p-tolyl)pyridin-2-amine C(=C\C)/C=1C=CC(=NC1C1=CC=C(C=C1)C)N